COC(=O)[C@H]1[C@H]2C=C[C@@H]([C@H]1N)C2 (1R,2S,3R,4S)-3-aminobicyclo[2.2.1]hept-5-ene-2-carboxylic acid methyl ester